3',5'-bis((tert-butyldimethylsilyl)oxy)-5-hydroxy-[1,1'-biphenyl] [Si](C)(C)(C(C)(C)C)OC=1C=C(C=C(C1)O[Si](C)(C)C(C)(C)C)C1=CC=CC(=C1)O